N1C=C(C2=CC=CC=C12)C(CNC(C)=O)C N-[2-(1H-indol-3-yl)propyl]acetamide